ClC1=C(C=C2C=CN(C2=C1)C1=CC=C(C=C1)C(F)(F)F)NC(OC(C)(C)C)=O t-butyl (6-chloro-1-(4-(trifluoromethyl)phenyl)-1H-indol-5-yl)carbamate